CC1(NC(CC(C1)NC1=CC=C(N=N1)C1=CC2=C(S1)C=CC(=C2)C#N)(C)C)C 2-(6-(2,2,6,6-tetramethylpiperidin-4-ylamino)pyridazin-3-yl)benzo[b]thiophene-5-carbonitrile